3-[2-chloro-5-(3-chloro-5-hydroxy-2-pyridinyl)-4-fluoro-phenyl]-5-methyl-4H-isoxazole-5-carboxylic acid ethyl ester C(C)OC(=O)C1(CC(=NO1)C1=C(C=C(C(=C1)C1=NC=C(C=C1Cl)O)F)Cl)C